acryloyloxytridecyl-dichloromethylsilane methyl-2,3-dimethoxycarbazoleterephthalate COC(C1=CC=C(C(=O)O)C=C1C1=C(C(=CC=2C3=CC=CC=C3NC12)OC)OC)=O.C(C=C)(=O)OCCCCCCCCCCCCC[SiH2]C(Cl)Cl